N1CC(C1)OC1CCN(CC1)C(=O)OCC1=CC=CC=C1 benzyl 4-(azetidin-3-yloxy)piperidine-1-carboxylate